monosodium ethylene C=C.[Na]